(E)-3,7-dimethyl-2,6-octadienal C\C(=C/C=O)\CCC=C(C)C